CSC1=NC=NC2=CC=C(C=C12)B1OC(C(O1)(C)C)(C)C 4-(methylthio)-6-(4,4,5,5-tetramethyl-1,3,2-dioxaborolan-2-yl)quinazoline